C(C)S(=O)(=O)C1=C(N=C2N1C=CC(=C2)C(F)(F)F)F 3-ethylsulfonyl-2-fluoro-7-(trifluoromethyl)imidazo[1,2-a]pyridine